AMINOTHIAZOLOPYRIMIDINEDIONE NC1=NC2=C(C=N1)NC(S2=O)=O